NC(N)N trisamino-methane